ClC(C1=NC(=NO1)C1=CC(=C(C=C1)P(NC1=CC(=C(C=C1)F)F)(=O)C)F)(F)F P-(4-(5-(chlorodifluoromethyl)-1,2,4-oxadiazol-3-yl)-2-fluorophenyl)-N-(3,4-difluorophenyl)-P-methylphosphinic amide